C(C)S(=O)CC1CCN(CC1)C(=O)C=1C=CC(=NC1C(F)(F)F)O 5-[4-(ethylsulfinylmethyl)piperidine-1-carbonyl]-2-hydroxy-6-(trifluoromethyl)-pyridine